C(=O)C=1N(C=CC1)CCCCCCNC(OC(C)(C)C)=O tert-butyl (6-(2-formyl-1H-pyrrol-1-yl)hexyl)carbamate